(R)-2-(decyloxy)-3-(dodecylthio)propyl (((2R,3S,5R)-3-fluoro-5-(5-methyl-2,4-dioxo-3,4-dihydropyrimidin-1(2H)-yl)tetrahydrofuran-2-yl)methyl) hydrogen phosphate P(=O)(OC[C@H](CSCCCCCCCCCCCC)OCCCCCCCCCC)(OC[C@H]1O[C@H](C[C@@H]1F)N1C(NC(C(=C1)C)=O)=O)O